N[C@@H]1CCC2=C(N(C=C21)C)C(=O)NC2=CC(=NC=C2)C(F)F |r| racemic-4-amino-N-(2-(difluoromethyl)pyridin-4-yl)-2-methyl-2,4,5,6-tetrahydrocyclopenta[c]pyrrole-1-carboxamide